FC(OC1=CC=C(C=C1)NC(NC1CN(C1)C(=O)OCC1=CC=CC=C1)=O)(F)F benzyl 3-(3-(4-(trifluoromethoxy)phenyl)ureido)azetidine-1-carboxylate